[Sn].[W].[Ni] nickel tungsten tin